2-fluoro-5-[5-(prop-2-enoyl)-3-(pyridin-4-yl)-4,5,6,7-tetrahydropyrazolo[1,5-a]pyrazin-2-yl]benzonitrile FC1=C(C#N)C=C(C=C1)C1=NN2C(CN(CC2)C(C=C)=O)=C1C1=CC=NC=C1